(2S,4R)-1-((S)-2-amino-3,3-dimethylbutyryl)-4-hydroxypyrrolidine-2-carboxylic acid methyl ester hydrochloride Cl.COC(=O)[C@H]1N(C[C@@H](C1)O)C([C@H](C(C)(C)C)N)=O